6-(8-chloronaphthalen-1-yl)-1-((R)-4-(2-fluoroacryloyl)-3-methylpiperazin-1-yl)-3-(((S)-1-methyl-pyrrolidin-2-yl)methoxy)-5,6,7,8-tetrahydro-2,6-naphthyridine-4-carbonitrile ClC=1C=CC=C2C=CC=C(C12)N1CC=2C(=C(N=C(C2CC1)N1C[C@H](N(CC1)C(C(=C)F)=O)C)OC[C@H]1N(CCC1)C)C#N